ClC1=CC=C(C(=N1)C(=O)N)N[C@H](C)C=1C=C(C=C2C(C(=C(OC12)C1=CC=CC=C1)C)=O)C 6-chloro-3-[[(1R)-1-(3,6-dimethyl-4-oxo-2-phenyl-chromen-8-yl)ethyl]amino]pyridine-2-carboxamide